F[C@@H]1COCC[C@@H]1NC1=C2C=C(N(C2=CC=C1)CC(F)(F)F)C1=NOC(=N1)CNC(=O)C1=CN(C=C1)C1(CCOCC1)C N-{[3-(4-{[(3S,4S)-3-fluorooxan-4-yl]amino}-1-(2,2,2-trifluoroethyl)-1H-indol-2-yl)-1,2,4-oxadiazol-5-yl]methyl}-1-(4-methyloxan-4-yl)-1H-pyrrole-3-carboxamide